C\C(=C/CCC(C)OC(C)=O)\CCC=C(C)C acetic acid (E)-6,10-dimethylundecane-5,9-dien-2-yl ester